COC1=C(NCCN2C=COC3=C2C=CC=C3)C=CC=C1 N-(2-(2-methoxyanilino)ethyl)-1,4-benzoxazine